CN(C)CC1=CC2=C(N(C(=N2)NC=2OC3=C(N2)C=C(C=C3)F)C)C=C1 N-(5-((dimethylamino)methyl)-1-methyl-1H-benzo[d]imidazol-2-yl)-5-fluorobenzo[d]oxazol-2-amine